CN1C=C(C2=CC=CC=C12)C=C1C(NC=2C1=NC=CC2)=O 1,3-dihydro-3-[(1-methyl-1H-indol-3-yl)methylene]-2H-pyrrolo[3,2-b]pyridin-2-one